C(C1=CC=CC=C1)OC1=C(C=CC=C1)C(CBr)=O 1-(2-benzyloxyphenyl)-2-bromo-ethanone